NC1=C2C(=NC=N1)N(N=C2C2=CC(=C(C=C2)OC)F)[C@H](C=2C=C1N(C(C2C2=CC=CC=C2)=O)C(=CS1)C)C1CC1 (S)-7-((4-amino-3-(3-fluoro-4-methoxyphenyl)-1H-pyrazolo[3,4-d]pyrimidin-1-yl)(cyclopropyl)methyl)-3-methyl-6-phenyl-5H-thiazolo[3,2-a]pyridin-5-one